stilbene diacrylate C(C=C)(=O)O.C(C=C)(=O)O.C1(=CC=CC=C1)C=CC1=CC=CC=C1